O1C(NC2=C1C=CC(=C2)C2(NC(=NC=C2C)NC=2C=C1CN(CC1=CC2)CCC)N)=O 4-(benzo[d]oxazol-2(3H)-one-5-yl)-N2-(2-N-propylisoindolin-5-yl)-5-methylpyrimidine-2,4-diamine